3-[3-bromo-5-[2-[[(E)-3-[4-(trifluoromethyl)phenyl]prop-2-enoyl]amino]acetyl]-6,7-dihydro-4H-pyrazolo[1,5-a]pyrazin-2-yl]propanoic acid BrC=1C(=NN2C1CN(CC2)C(CNC(\C=C\C2=CC=C(C=C2)C(F)(F)F)=O)=O)CCC(=O)O